C(C)(C)C1=CC(=NN1)NC1=CN=C2C(=N1)N(N=C2)CCCO 3-(6-((5-isopropyl-1H-pyrazol-3-yl)amino)-1H-pyrazolo[3,4-b]pyrazin-1-yl)propan-1-ol